E-1,1,1,2,5,5,6,6,7,7,8,8,8-tridecafluoro-2-(trifluoromethyl)oct-3-ene FC(C(\C=C\C(C(C(C(F)(F)F)(F)F)(F)F)(F)F)(C(F)(F)F)F)(F)F